2-[3-(4,7-diazaspiro[2.5]oct-7-yl)-1,2,4-triazin-6-yl]-5-(3-fluoro-1H-pyrazol-4-yl)phenol C1CC12NCCN(C2)C=2N=NC(=CN2)C2=C(C=C(C=C2)C=2C(=NNC2)F)O